2-(2,6-Dimethyl-4-((4-(3-(trifluoromethyl)benzyl)piperazin-1-yl)methyl)phenoxy)-2-methylpropanoic acid CC1=C(OC(C(=O)O)(C)C)C(=CC(=C1)CN1CCN(CC1)CC1=CC(=CC=C1)C(F)(F)F)C